ClC1=C(C=CC(=C1)NC1=NC=CC(=N1)NC1=C(C=CC=C1)P(=O)(C)C)N1CCC2(CC(C2)NC(OC(C)(C)C)=O)CC1 tert-butyl (7-(2-chloro-4-((4-((2-(dimethylphosphoryl)phenyl)amino)pyrimidin-2-yl)amino)phenyl)-7-azaspiro[3.5]nonan-2-yl)carbamate